OCC1NC(C2CC(C12)(C)C)=O 4-(hydroxymethyl)-6,6-dimethyl-3-azabicyclo[3.2.0]heptan-2-one